3-cyclopropylisoxazol-5(4H)-one C1(CC1)C1=NOC(C1)=O